ClC1=C(C(=O)N2COC3=C(C2)C=CC=C3C3=CC(=C(C(=O)O)C=C3F)N3C2COCC3CC2)C(=CC(=C1)C=1C=CC=2C(N1)=CN(N2)C)Cl 4-[3-[2,6-Dichloro-4-(2-methylpyrazolo[4,3-b]pyridin-5-yl)benzoyl]-2,4-dihydro-1,3-benzoxazin-8-yl]-5-fluoro-2-(3-oxa-8-azabicyclo[3.2.1]octan-8-yl)benzoic acid